(4aS,5aR)-N-{1-[(S)-(azetidin-3-yl)(phenyl)methyl]-1H-pyrazol-4-yl}-5,5-difluoro-5a-methyl-1H,4H,4aH,5H,5aH,6H-cyclopropa[f]indazole-3-carboxamide N1CC(C1)[C@H](N1N=CC(=C1)NC(=O)C1=NNC=2C[C@@]3([C@H](CC12)C3(F)F)C)C3=CC=CC=C3